ClC1=C(OC2CCN(CC2)C2=CC=C(C=C2)C=2SC(=NN2)CCCC)C(=CC=C1)Cl 2-(4-(4-(2,6-dichlorophenoxy)piperidin-1-yl)phenyl)-5-butyl-1,3,4-thiadiazole